6-bromo-4-chloro-2-methoxypyridin-3-amine BrC1=CC(=C(C(=N1)OC)N)Cl